methyl 5-[[5-[4-[[(2R)-1-ethylazetidin-2-yl]methoxy]-2-methyl-pyrazol-3-yl]pyrazolo[1,5-a]pyridin-2-yl]amino]pyrazine-2-carboxylate C(C)N1[C@H](CC1)COC1=C(N(N=C1)C)C1=CC=2N(C=C1)N=C(C2)NC=2N=CC(=NC2)C(=O)OC